ethyl phenylhydrazine-1,2-dicarboxylate C1(=CC=CC=C1)N(NC(=O)[O-])C(=O)OCC